2-bromo-N-(2-methyl-6-nitro-phenyl)pyrimidin-5-amine BrC1=NC=C(C=N1)NC1=C(C=CC=C1[N+](=O)[O-])C